FC1=CC=C(C=C1)N1N=CC(=C1)S(=O)(=O)NC1=C(C=C(OC2CN(C2)C(=O)OC(C)(C)C)C=C1)C(=O)OC tert-butyl 3-(4-(1-(4-fluorophenyl)-1H-pyrazole-4-sulfonamido)-3-(methoxycarbonyl)phenoxy)azetidine-1-carboxylate